ClC=1C(=NC(=NC1)NC1CCC(CC1)(N)C)C=1C=NN(C1CC1CC1)C (1R,4R)-N1-(5-chloro-4-(5-(cyclopropyl-methyl)-1-methyl-1H-pyrazol-4-yl)pyrimidin-2-yl)-4-methylcyclohexane-1,4-diamine